8-(6-(2-methyl-1H-imidazol-1-yl)pyrazin-2-yl)-2-(6-(trifluoromethyl)pyridine-3-yl)-2,8-diazaspiro[4.5]decane CC=1N(C=CN1)C1=CN=CC(=N1)N1CCC2(CCN(C2)C=2C=NC(=CC2)C(F)(F)F)CC1